FC(C1=NOC2(C1)CCN(CC2)C(=O)OC(C)(C)C)(F)F tert-butyl 3-(trifluoromethyl)-1-oxa-2,8-diazaspiro[4.5]dec-2-ene-8-carboxylate